C(CCCC)C=1C(=C(C2=CC=CC=C2C1)S(=O)(=O)[O-])CCCCC.[NH4+] ammonium diamylnaphthalene-sulphonate